[2-[1-[(4-methoxyphenyl)methyl]pyrazol-4-yl]-3-pyridyl]boronic acid COC1=CC=C(C=C1)CN1N=CC(=C1)C1=NC=CC=C1B(O)O